N-(2,3-dihydro-1,1-dioxido-6-phenoxy-1,2-benzisothiazol-5-yl)methanesulfonamide O=S1(NCC2=C1C=C(C(=C2)NS(=O)(=O)C)OC2=CC=CC=C2)=O